NC1(CCCC1)COC=1C=C(C=C(C1C#N)SC)C1=CN=C2N1C(=CC(=C2)C(=O)OCC)C#N Ethyl 3-(3-((1-aminocyclopentyl)methoxy)-4-cyano-5-(methylthio)phenyl)-5-cyanoimidazo[1,2-a]pyridine-7-carboxylate